C1(=CC=CC=C1)P(C1=CC=C(C=C1)[Si](C1=CC=CC=C1)(C1=CC=CC=C1)C1=CC=CC=C1)(C1=CC=CC=C1)=O diphenyl-(4-(triphenylsilyl)phenyl)phosphine oxide